C(CCC)SC1=C(C(=C(C(=C1)C(C)(C)C)O)C(C)(C)C)C 4-butylmercapto-methyl-2,6-di-tert-butylphenol